C(C=C)(=O)N1CC(C1)C(=O)N1CCC(CC1)N1N=CC(=C1)C=1C=C(C=2N(C1)N=CC2C#N)OCC(C)C 6-(1-(1-(1-acryloylazetidine-3-carbonyl)piperidin-4-yl)-1H-pyrazol-4-yl)-4-isobutoxypyrazolo[1,5-a]pyridine-3-carbonitrile